3-[[2-methoxy-5-(trifluoromethoxy)phenyl]methylpentyl]-2-phenyl-piperidine COC1=C(C=C(C=C1)OC(F)(F)F)CC(CCCC)C1C(NCCC1)C1=CC=CC=C1